(R)-6-ethyl-8-fluoro-4-methyl-3-(1-methyl-1H-pyrazol-3-yl)-2-(2-methylpiperazin-1-yl)quinoline C(C)C=1C=C2C(=C(C(=NC2=C(C1)F)N1[C@@H](CNCC1)C)C1=NN(C=C1)C)C